C(C1=CC=CC=C1)N1C2=NC=NC(=C2N=C1C1=C(C=C(C=C1)OCC[C@@H]1N(CCC1)C)Cl)OC1(CC1)C |r| racemic-9-benzyl-8-(2-chloro-4-(2-(1-methylpyrrolidin-2-yl)ethoxy)phenyl)-6-(1-methylcyclopropoxy)-9H-purine